[N+](=O)([O-])C=1C=C(C=CC1O)C(C(F)(F)F)(C(F)(F)F)C1=CC(=C(C=C1)O)[N+](=O)[O-] 2,2-bis(3-nitro-4-hydroxyphenyl)hexafluoropropane